tert-butyl N-[[4-[5-(trifluoromethoxy)pyrazin-2-yl]oxycyclohexyl]amino]carbamate FC(OC=1N=CC(=NC1)OC1CCC(CC1)NNC(OC(C)(C)C)=O)(F)F